(E)-7,11-hexadecadien-1-yl acetate Z-9-Tetradecenyl-acetate C(CCCCCCC\C=C/CCCC)CC(=O)O.C(C)(=O)OCCCCCC\C=C\CCC=CCCCC